ClC1=CC(=C(C2=C1NC(=N2)C(F)(F)F)N2C(N(C(=CC2=O)C(F)(F)F)C)=O)F 3-[7-chloro-5-fluoro-2-(trifluoromethyl)-1H-benzimidazol-4-yl]1-methyl-6-(trifluoromethyl)-1H-pyrimidine-2,4-dione